(S)-6-hydroxy-N-(1-(4-methoxyphenyl)ethyl)-2,5-dimethylpyrazolo[1,5-a]pyrido[3,2-e]pyrimidine-7-carboxamide OC1=C(C=NC2=C1C(=NC=1N2N=C(C1)C)C)C(=O)N[C@@H](C)C1=CC=C(C=C1)OC